(6-(4-methylpiperazin-1-yl)pyridin-3-yl)methylamine CN1CCN(CC1)C1=CC=C(C=N1)CN